O=C1N(C(C2=CC=CC=C12)=O)C(C(=O)OC1=CC=CC=C1)C(CC=O)(C)C phenyl 2-(1,3-dioxoisoindolin-2-yl)-3,3-dimethyl-5-oxopentanoate